C(C)(C)(C)OC(=O)N1CCC(CC1)C1=CC=C(C=C1)N.O=C1NC(CC[C@H]1NC1=CC=C(C=C1)C1CCN(CC1)C(=O)OC(C)(C)C)=O |r| tert-Butyl 4-[4-[[(3RS)-2,6-dioxo-3-piperidyl]amino]phenyl]piperidine-1-carboxylate tert-Butyl-4-(4-aminophenyl)piperidine-1-carboxylate